1-(5-amino-3-(5-amino-1,3,4-oxadiazol-2-yl)-1H-1,2,4-triazol-1-yl)propan-2-one tert-butyl-6-(2-ethoxy-1-hydroxy-2-oxoethyl)-2,3-dihydro-4H-benzo[b][1,4]oxazine-4-carboxylate C(C)(C)(C)OC(=O)N1C2=C(OCC1)C=CC(=C2)C(C(=O)OCC)O.NC2=NC(=NN2CC(C)=O)C=2OC(=NN2)N